bis(trimethylsilyl) (2-aminoethyl)phosphonate NCCP(O[Si](C)(C)C)(O[Si](C)(C)C)=O